6-chloro-N-[5-(2,2-difluoroethyl)-4,6-dimethoxy-pyrimidin-2-yl]-7-(6-methyl-2-pyridyl)-1H-indole-3-sulfonamide ClC1=CC=C2C(=CNC2=C1C1=NC(=CC=C1)C)S(=O)(=O)NC1=NC(=C(C(=N1)OC)CC(F)F)OC